5-bromo-3-[(dimethylamino)methylethyl]-7-iodo-1,3-dihydro-2-benzofuran-1-one BrC1=CC2=C(C(OC2C(C)CN(C)C)=O)C(=C1)I